N1=C(C=CC=C1)C1=NC=CC(=N1)O 2-(pyridin-2-yl)pyrimidin-4-ol